(3S)-3-benzyloxybutan-1-ol C(C1=CC=CC=C1)O[C@H](CCO)C